5-amino-1-(2-hydroxyethyl)pyrazole NC1=CC=NN1CCO